C(C)C1(CN(CCOC1)C=1C2=C(N=C(N1)OC[C@]13CCCN3C[C@@H](C1)F)C(=C(N=C2)C2=CC(=CC1=CC=C(C(=C21)CC)F)O)F)O 6-ethyl-4-(7-(8-ethyl-7-fluoro-3-hydroxynaphthalen-1-yl)-8-fluoro-2-(((2R,7aS)-2-fluorotetrahydro-1H-pyrrolizin-7a(5H)-yl)methoxy)pyrido[4,3-d]pyrimidin-4-yl)-1,4-oxazepan-6-ol